cis-ethyl p-hydroxycinnamate OC1=CC=C(\C=C/C(=O)OCC)C=C1